4-(2-(7-((6-Fluoropyridin-2-yl)oxy)-5-methyl-4-oxo-4,5-dihydro-3H-pyridazino[4,5-b]indol-3-yl)ethyl)piperazine-1-carboxylic acid tert-butyl ester C(C)(C)(C)OC(=O)N1CCN(CC1)CCN1N=CC2=C(N(C=3C=C(C=CC23)OC2=NC(=CC=C2)F)C)C1=O